(2R)-2-[[4-(2-chloro-4-fluoro-phenyl)-7-quinolyl]oxy]-1-(2-oxa-6-azaspiro[3.3]heptan-6-yl)propan-1-one ClC1=C(C=CC(=C1)F)C1=CC=NC2=CC(=CC=C12)O[C@@H](C(=O)N1CC2(COC2)C1)C